F[C@H]1[C@@H]2CC[C@H](C[C@H]1N(C=1N=NC(=CN1)C1=CC=3C(=CN=CC3)S1)C)N2C(=O)OC(C)(C)C tert-butyl (1S,2R,3R,5R)-2-fluoro-3-(methyl(6-(thieno[2,3-c]pyridin-2-yl)-1,2,4-triazin-3-yl)amino)-8-azabicyclo[3.2.1]octane-8-carboxylate